OC1(C=C2C(C3=CC=C(C(C=C3[C@H](CC2)NC(C)=O)=O)SC)=C(C1OC)OC)O N-[(7S)-3-hydroxy-1,2-dimethoxy-3-hydroxy-10-methylsulfanyl-9-oxo-5,6,7,9-tetrahydrobenzo[a]heptalen-7-yl]acetamide